4-acetyl-N-(3-(3-((4-methyl-4H-1,2,4-triazol-3-yl)methyl)oxetan-3-yl)phenyl)-6-(trifluoromethyl)picolinamide C(C)(=O)C1=CC(=NC(=C1)C(F)(F)F)C(=O)NC1=CC(=CC=C1)C1(COC1)CC1=NN=CN1C